NC1=C2N(C(N(C2=NC(N1)=NS(=O)(=O)CCC)CC1=CC=CC=C1)=O)C(=O)N(C)C(C)C 6-amino-9-benzyl-N-isopropyl-N-methyl-8-oxo-2-(propylsulfonylimino)purine-7-carboxamide